9-(4-chloro-2-fluoro-phenyl)-7-[(2S)-2-(1-cyclopropylpyrazol-4-yl)morpholin-4-yl]-2,3-dimethyl-pyrido[1,2-a]pyrimidin-4-one ClC1=CC(=C(C=C1)C1=CC(=CN2C1=NC(=C(C2=O)C)C)N2C[C@@H](OCC2)C=2C=NN(C2)C2CC2)F